4-(2-{4-[(11R)-3,10-dibromo-8-chloro-6,11-dihydro-5H-benzo[5,6]cyclohepta[1,2-b]pyridin-11-yl]piperidin-1-yl}-2-oxoethyl)piperidine-1-carboxamide BrC=1C=C2C(=NC1)[C@@H](C1=C(CC2)C=C(C=C1Br)Cl)C1CCN(CC1)C(CC1CCN(CC1)C(=O)N)=O